1-iodo-7-methyltricosane ICCCCCCC(CCCCCCCCCCCCCCCC)C